6-Chloro-7-methoxy-4-methyl-3,4-dihydro-2H-1,4-benzoxazine-8-carboxylic acid ClC=1C(=C(C2=C(N(CCO2)C)C1)C(=O)O)OC